6-amino-4-(difluoromethyl)-2-(2-(2,6-dioxopiperidin-3-yl)-1-oxoisoindolin-5-yl)nicotinonitrile NC1=NC(=C(C#N)C(=C1)C(F)F)C=1C=C2CN(C(C2=CC1)=O)C1C(NC(CC1)=O)=O